(3-(3-chloropyridin-2-yl)oxetan-3-yl)(2-((1-(2,2,2-trifluoroethyl)-1H-pyrazol-3-yl)sulfonyl)-2,6-dihydropyrrolo[3,4-c]pyrazol-5(4H)-yl)methanone ClC=1C(=NC=CC1)C1(COC1)C(=O)N1CC2=NN(C=C2C1)S(=O)(=O)C1=NN(C=C1)CC(F)(F)F